C1=C(C=CC=2SC3=C(C21)C=CC=C3)C3=CC=CC=2C1=CC=CC=C1NC32 1-(dibenzo[b,d]thiophen-2-yl)-9H-carbazole